ClC=1C(=CC2=C(N=C(S2)NC(OC(C)(C)C)=O)C1)[N+](=O)[O-] tert-butyl (5-chloro-6-nitrobenzo[d]thiazol-2-yl)carbamate